Cl.NC1=NC(=NC=2N1N=C(N2)C=2OC=CC2)N2C[C@@H](CCC2)CN2CCN(CC2)C2=CC(=C(C(=O)O)C=C2)[N+](=O)[O-] (S)-4-(4-((1-(7-amino-2-(furan-2-yl)-[1,2,4]triazolo[1,5-a][1,3,5]triazin-5-yl)piperidin-3-yl)methyl)piperazin-1-yl)-2-nitrobenzoic acid hydrochloride